(R)-2-(acetoxymethyl)-4-(6-cyclopropyl-1-(2-isopropyl-4-methylpyridin-3-yl)-7-(2-Methoxyphenyl)-2-oxo-1,2-dihydropyrido[2,3-d]pyrimidin-4-yl)piperazine-1-carboxylate C(C)(=O)OC[C@@H]1N(CCN(C1)C=1C2=C(N(C(N1)=O)C=1C(=NC=CC1C)C(C)C)N=C(C(=C2)C2CC2)C2=C(C=CC=C2)OC)C(=O)[O-]